OCC(C)(CCO)CCO hydroxy-bis(2-hydroxyethyl)propane